C(C=C)(=O)NC(CS(=O)(=O)O)(C)C 2-(acryloylamino)-2-methyl-1-propanesulfonic acid